Erbium-Oxide [O-2].[Er+3].[O-2].[O-2].[Er+3]